(S)-2,5,9,9,13,14-hexamethyl-1,6,12-trioxo-1-(((1S,2S)-2-(pyridin-2-yldisulfaneyl)cyclohexyl)oxy)-8-thia-2,5,13-triazapentadecan-15-oate CN(C(O[C@@H]1[C@H](CCCC1)SSC1=NC=CC=C1)=O)CCN(C(CSC(CCC(N([C@H](C(=O)[O-])C)C)=O)(C)C)=O)C